CC1=C2C(=CC=3C=4C=C(C=CC4N(C13)C)OC[C@H](C)NC(=O)N)C=NC=C2 (S)-1-(1-((5,6-dimethyl-6H-pyrido[4,3-b]carbazol-9-yl)oxy)propan-2-yl)urea